Cl.FC(C1=CC=C(C=C1)C(N)=N)(F)F 4-(trifluoromethyl)benzene-1-carboximidamide hydrogen chloride